N-(1-phenylcycloheptane-1-carbonyl)-O-((1S,3S)-3-(2-(5,6,7,8-tetrahydro-1,8-naphthyridin-2-yl)ethyl)cyclobutyl)-L-homoserine C1(=CC=CC=C1)C1(CCCCCC1)C(=O)N[C@@H](CCOC1CC(C1)CCC1=NC=2NCCCC2C=C1)C(=O)O